CC=1C=C(C=CC1C(C=CC1=CC(=C(C=C1)OC1OCCCC1)C)=O)NC(C)=O N-[3-Methyl-4-[3-[3-methyl-4-(oxan-2-yloxy)phenyl]prop-2-enoyl]phenyl]acetamide